ClC=1C=2CCN(C(C2C(=C2C1OC(O2)(C)C2CCCCC2)C)=O)CC=2C(NC(=CC2C)C)=O 9-chloro-2-cyclohexyl-6-((4,6-dimethyl-2-oxo-1,2-dihydropyridin-3-yl)methyl)-2,4-dimethyl-7,8-dihydro-[1,3]dioxolo[4,5-g]isoquinolin-5(6H)-one